2-tert-butyl-propane-1,3-diol C(C)(C)(C)C(CO)CO